N(=C=O)CC(CCCN=C=O)(C)C 1,5-Diisocyanato-2,2-dimethylpentan